3-[1,3]DIOXOLAN-2-YL-PROPIONIC ACID O1C(OCC1)CCC(=O)O